(4-cyclopropyl-6-methoxypyrimidin-5-yl)-9H-pyrimido[4,5-b]indole-7-carbonitrile C1(CC1)C1=NC=NC(=C1C=1N=CC2=C(NC3=CC(=CC=C23)C#N)N1)OC